ClC1=CC(=C(C=C1)C1(OC2=C(O1)C=CC=C2C2=CC(=C(C=C2)CC(=O)O)F)C)F 2-(4-(2-(4-chloro-2-fluorophenyl)-2-methylbenzo[d][1,3]dioxol-4-yl)-2-fluorophenyl)acetic acid